2-cyano-1-(5-((1-benzoyl)pyrrolidine-3-yl)pentyl)-3-(3-fluoro-4-pyridinyl)guanidine C(#N)N=C(NCCCCCC1CN(CC1)C(C1=CC=CC=C1)=O)NC1=C(C=NC=C1)F